C(C(=C)C)(=O)OC(CC[Si](OCC)(OCC)C)CCCCC 3-methacryloxyoctylmethyldiethoxysilane